C1=C(O[C@H]([C@@H]([C@H]1O)OS(=O)(=O)O)O[C@@H]2[C@H](O[C@@H]([C@@H]([C@H]2O)NS(=O)(=O)O)O[C@H]3[C@@H]([C@H]([C@@H](O[C@H]3C(=O)O)O[C@@H]4[C@H](O[C@@H]([C@@H]([C@H]4O)NS(=O)(=O)O)O)COS(=O)(=O)O)O)O)COS(=O)(=O)O)C(=O)O The molecule is an amino tetrasaccharide comprising the sequence alpha-L-DeltaHexA(2S)-(1->4)-alpha-D-GlcNS(6S)-(1->4)-alpha-L-IdoA-(1->4)-alpha-D-GlcNS(6S). It is an amino tetrasaccharide, a heparin tetrasaccharide and an oligosaccharide sulfate.